2-((5-(3-cyanophenyl)-2-((3-(pyrrolidine-1-carbonyl)phenyl)amino)pyrimidin-4-yl)amino)cyclohexane-1-carboxamide C(#N)C=1C=C(C=CC1)C=1C(=NC(=NC1)NC1=CC(=CC=C1)C(=O)N1CCCC1)NC1C(CCCC1)C(=O)N